β-mercaptovaline SC([C@H](N)C(=O)O)(C)C